CC1(C=2C=CC(=CC2C(CC1)(C)C)S(=O)(=O)C1=CC=C(C=C1)CC(=O)OC)C Methyl 2-[4-(5,5,8,8-tetramethyl-5,6,7,8-tetrahydronaphthalene-2-sulfonyl) phenyl]acetate